12-(2,6-Dimethylphenyl)-15-oxa-8λ6-thia-1,9,11,18,22-pentaazatetracyclo[14.4.1.13,7.110,14]tricosa-3(23),4,6,10,12,14(22)-hexaene-8,8,20-trione CC1=C(C(=CC=C1)C)C=1N=C2NS(C3=CC=CC(CN4C(CNCC(OC(C1)=N2)C4)=O)=C3)(=O)=O